N[C@@H](C(=O)OCC1=CC=CC=C1)CC(=O)N1CCOCC1 benzyl (R)-2-amino-4-morpholino-4-oxobutanoate